COC(=O)[C@@H]1CC[C@H](CC1)C=1OC=C(N1)C1=CC=C(C=C1)Cl.C(C)[C@H]1N(C[C@@H](NC1)CC)C(C)C=1C=C2N=CC=NC2=CC1 6-(1-((2R,5S)-2,5-diethylpiperazin-1-yl)ethyl)quinoxaline trans-methyl-4-(4-(4-chlorophenyl)oxazol-2-yl)cyclohexanecarboxylate